O=C1NC(CCC1N1C(C2=CC(=C(C=C2C1=O)F)N1CCN(CC1)CC1CCN(CC1)C1=C(C=C(C=C1)[C@@H]1[C@@H](COC2=CC(=CC=C12)O)C1=CC(=CC=C1)OC)F)=O)=O cis-2-(2,6-dioxopiperidin-3-yl)-5-fluoro-6-(4-((1-(2-fluoro-4-(7-hydroxy-3-(3-methoxyphenyl)chroman-4-yl)phenyl)piperidin-4-yl)methyl)piperazin-1-yl)isoindoline-1,3-dione